C(C)(C)(C)OC(=O)N1CCC(CC1)N1N=C2C(=CC(=CC2=C1)F)C(=O)N 4-[7-(aminocarbonyl)-5-fluoro-2H-indazol-2-yl]piperidine-1-carboxylic acid tert-butyl ester